5-(5-bromo-3-nitropyridin-2-yl)-1-Methyl-1H-pyrazole-3-carboxylic acid Methyl ester (Methyl 5-(5-bromo-3-nitropyridin-2-yl)-1-Methyl-1H-pyrazole-3-carboxylate) CC=1C(=NN(C1C1=NC=C(C=C1[N+](=O)[O-])Br)C)C(=O)O.COC(=O)C1=NN(C(=C1)C1=NC=C(C=C1[N+](=O)[O-])Br)C